C([O-])([O-])=O.[Na+].[Na+] sodium carbonate Salt